C1(CC1)C1=NN(C=N1)C1CC2(CN(C2)C(=O)N2CC3(C2)CC(C3)CN3N=CC(=C3)S(=O)(=O)C(F)(F)F)C1 [6-(3-cyclopropyl-1,2,4-triazol-1-yl)-2-azaspiro[3.3]heptan-2-yl]-[6-[(4-triflylpyrazol-1-yl)methyl]-2-azaspiro[3.3]heptan-2-yl]methanone